(R)-2-(4-(methylcarbamoyl)phenyl)-N-(1-methylpiperidin-3-yl)benzo[d]imidazo[2,1-b]thiazole-7-carboxamide CNC(=O)C1=CC=C(C=C1)C=1N=C2SC3=C(N2C1)C=CC(=C3)C(=O)N[C@H]3CN(CCC3)C